COC1=NC=CC(=C1)C1=CC=NC=C1 methoxy-4,4'-bipyridine